FC1=C(C=CC=C1F)B1OC(C(O1)(C)C)(C)C 2-(2,3-difluorophenyl)-4,4,5,5-tetramethyl-1,3,2-dioxaborolan